N-(3-(difluoromethyl)-1-methyl-1H-pyrazol-5-yl)-2-((2-fluorophenyl)amino)benzamide FC(C1=NN(C(=C1)NC(C1=C(C=CC=C1)NC1=C(C=CC=C1)F)=O)C)F